N1-(3-chloro-2-(4-hydroxypiperidin-1-yl)phenyl)-N4,N4-dimethylbenzene-1,4-disulfonamide ClC=1C(=C(C=CC1)NS(=O)(=O)C1=CC=C(C=C1)S(=O)(=O)N(C)C)N1CCC(CC1)O